ClC1=C(C(=O)N[C@H](C(=O)O)CCN(CCCCC2=NC=3NCCCC3C=C2)CCOC2(CC2)C)C(=CN=C1)F (S)-2-(3-chloro-5-fluoroisonicotinamido)-4-((2-(1-methylcyclopropoxy)ethyl)(4-(5,6,7,8-tetrahydro-1,8-naphthyridin-2-yl)butyl)amino)butanoic acid